2-(5-chloro-2-oxo-2,3-dihydro-1H-indol-1-yl)-N-[2-(3,4-dimethoxyphenyl)ethyl]acetamide ClC=1C=C2CC(N(C2=CC1)CC(=O)NCCC1=CC(=C(C=C1)OC)OC)=O